C(C)(=O)C1=C2C=C(C(=NC2=CC(=C1)C)C(=O)OC)C1=CC=C(C=C1)F methyl 5-acetyl-3-(4-fluorophenyl)-7-methylquinoline-2-carboxylate